3-bromo-2-fluoro-5-(trifluoromethyl)pyridine BrC=1C(=NC=C(C1)C(F)(F)F)F